O[C@@H]1C[C@H](N(C1)C([C@H](C(C)(C)C)NC(CCCCCCCCCCO)=O)=O)C(=O)N[C@@H](C)C1=CC=C(C=C1)C1=C(N=CS1)C (2S,4R)-4-hydroxy-1-[(2S)-2-(11-hydroxyundecanoylamino)-3,3-dimethyl-butanoyl]-N-[(1S)-1-[4-(4-methylthiazol-5-yl)phenyl]ethyl]pyrrolidine-2-carboxamide